(5-benzyl-3,6-dioxo-2-piperazinyl)acetic acid C(C1=CC=CC=C1)C1NC(C(NC1=O)CC(=O)O)=O